(rac)-Cis-N-(1-(2-fluorocyclopropyl)-2-oxo-1,2-dihydropyridin-3-yl)-7-isopropoxy-2-(1-methyl-2-oxabicyclo[2.1.1]hexan-4-yl)imidazo[1,2-a]pyridine-6-carboxamide FC1C(C1)N1C(C(=CC=C1)NC(=O)C=1C(=CC=2N(C1)C=C(N2)[C@@]21CO[C@@](C2)(C1)C)OC(C)C)=O